C(=O)(OCC1=CC=CC=C1)N([C@@H](C(C)C)C(=O)O)C(=O)OC(C)(C)C (carbobenzoxy)Boc-L-Valine